ClC1=C2C(NC=C1CC)=NC=C2C=2C=C(C=CC2)N2C(CN(CC2)C(COC2=C1CN(C(C1=CC=C2)=O)C2C(NC(CC2)=O)=O)=O)=O 3-(4-{2-[4-(3-{4-chloro-5-ethyl-7H-pyrrolo[2,3-b]pyridin-3-yl}phenyl)-3-oxopiperazin-1-yl]-2-oxoethoxy}-1-oxo-3H-isoindol-2-yl)piperidine-2,6-dione